Ethyl 3-(3-(2-(2-(3-((4-bromo-6-fluoro-1H-indol-5-yl)oxy)phenyl)-1-methyl-1H-imidazol-4-yl)-7-((2-hydroxyethyl)thio)-6,6-dimethylheptan-2-yl)phenyl)-2-methylpropanoate BrC1=C2C=CNC2=CC(=C1OC=1C=C(C=CC1)C=1N(C=C(N1)C(C)(CCCC(CSCCO)(C)C)C=1C=C(C=CC1)CC(C(=O)OCC)C)C)F